The molecule is an unsaturated fatty acyl-CoA that results from the formal condensation of the thiol group of coenzyme A with the carboxy group of (16Z,19Z,22Z,25Z,28Z)-tetratriacontapentaenoic acid. It is an unsaturated fatty acyl-CoA and an ultra-long-chain fatty acyl-CoA. It derives from a (16Z,19Z,22Z,25Z,28Z)-tetratriacontapentaenoic acid. It is a conjugate acid of a (16Z,19Z,22Z,25Z,28Z)-tetratriacontapentaenoyl-CoA(4-). CCCCC/C=C\\C/C=C\\C/C=C\\C/C=C\\C/C=C\\CCCCCCCCCCCCCCC(=O)SCCNC(=O)CCNC(=O)[C@@H](C(C)(C)COP(=O)(O)OP(=O)(O)OC[C@@H]1[C@H]([C@H]([C@@H](O1)N2C=NC3=C(N=CN=C32)N)O)OP(=O)(O)O)O